NC1=CC(=C(C(=C1C(C)=O)F)I)F 1-(6-amino-2,4-difluoro-3-iodophenyl)ethan-1-one